CC(C(=O)OC)(CC(C)(C)C)C methyl 2,2,4,4-tetramethylvalerate